COC(=O)C1=NN(C(=C1)C1=NC=C(C=C1[N+](=O)[O-])Br)C.CC1(N=C(SC1)Cl)Cl methyl-dichlorothiazoline methyl-5-(5-bromo-3-nitropyridin-2-yl)-1-methyl-1H-pyrazole-3-carboxylate